C1(CCC1)C(C(C#N)C#N)C1=CC=CC=C1 2-(cyclobutyl-(phenyl)methyl)malononitrile